(3-methylbutan-1,2-dien-1-yl)diphenylphosphine oxide CC(=C=CP(C1=CC=CC=C1)(C1=CC=CC=C1)=O)C